[NH4+].C=O formaldehyde, ammonium salt